6-chloro-2-fluoro-3-methylbenzene ClC1=CC=C(C(=C1)F)C